2-(2-methoxyethoxy)-6-morpholino-1H-benzo[d]imidazole COCCOC1=NC2=C(N1)C=C(C=C2)N2CCOCC2